4,4'-diamino-3,3'-dimethylbiphenyl-6,6'-disulfonic acid NC1=C(C=C(C(=C1)S(=O)(=O)O)C1=CC(=C(C=C1S(=O)(=O)O)N)C)C